1-(4-bromophenyl)-3-(4-methoxyphenyl)-7-((2,2,2-trifluoroethyl)amino)-3,4-dihydropyrimido[4,5-d]pyrimidin-2(1H)-one BrC1=CC=C(C=C1)N1C(N(CC=2C1=NC(=NC2)NCC(F)(F)F)C2=CC=C(C=C2)OC)=O